FC=1C=C2C(=CNC(C2=CC1F)=O)[C@@H](C)N(C(=O)NC1=CC(=C(C(=C1)F)F)F)C |r| Racemic-1-(1-(6,7-difluoro-1-oxo-1,2-dihydroisoquinolin-4-yl)ethyl)-3-(3,4,5-trifluorophenyl)-1-methylurea